OC1=CC(=CC=2N=C(OC21)C)C(=O)OC methyl 7-hydroxy-2-methylbenzo[d]oxazole-5-carboxylate